C(C1=CC=CC=C1)NC1=C(C(C1=O)=O)NCC(=O)O {[2-(benzylamino)-3,4-dioxocyclobut-1-en-1-yl]amino}acetic acid